1-butyl-5-(diaminomethylene)-3-(2-methyl-1,3-dioxo-2,4-diazadispiro[4.1.57.15]tridecan-10-yl)hexahydropyrimidine-2,4,6-trione C(CCC)N1C(N(C(C(C1=O)=C(N)N)=O)C1CCC2(CC3(NC(N(C3=O)C)=O)C2)CC1)=O